[4-(4-Fluorophenyl)sulfonylmorpholin-2-yl]benzothiophen-2-carboxamid FC1=CC=C(C=C1)S(=O)(=O)N1CC(OCC1)C1=C(SC2=C1C=CC=C2)C(=O)N